C(C1=CC=CC=C1)N1CCN([C@H]([C@@H](C1)O)CC(C)C)C(=O)OC(C)(C)C tert-butyl (6R,7S)-4-benzyl-6-hydroxy-7-isobutyl-1,4-diazepane-1-carboxylate